ethoxy-N-(6-methyl-pyridazin-3-yl)-1-(2-trimethylsilylethoxymethyl)benzimidazol-5-amine C(C)OC1=NC2=C(N1COCC[Si](C)(C)C)C=CC(=C2)NC=2N=NC(=CC2)C